4-(4-((1R,5S)-3,8-diazabicyclo[3.2.1]octan-3-yl)-2-((tetrahydrofuran-2-yl)methoxy)quinazolin-7-yl)naphthalen-2-ol [C@H]12CN(C[C@H](CC1)N2)C2=NC(=NC1=CC(=CC=C21)C2=CC(=CC1=CC=CC=C21)O)OCC2OCCC2